Cl.N[C@@H]1C[C@H](CC1)C(=O)OC methyl (1S,3S)-3-aminocyclopentanecarboxylate hydrochloride